Ethyl 2-(4-(6-((4-chlorobenzofuran-7-yl)methoxy-d2)pyridin-2-yl)cyclohex-3-en-1-yl)acetate ClC1=CC=C(C2=C1C=CO2)C(OC2=CC=CC(=N2)C2=CCC(CC2)CC(=O)OCC)([2H])[2H]